N-phenyl-N-{4-(1-phenyl-naphthalen-7-yl)phenyl}-{1-(9H-carbazol-9-yl)dibenzo[b,d]furan-7-yl}-amine C1(=CC=CC=C1)N(C1=CC=C(C=C1)C1=CC=C2C=CC=C(C2=C1)C1=CC=CC=C1)C1=CC2=C(C3=C(O2)C=CC=C3N3C2=CC=CC=C2C=2C=CC=CC32)C=C1